The molecule is an inositol phosphodihydroceramide(1-) in which the N-acyl group is specified as docosanoyl; major species at pH 7.3. It is an inositol phosphodihydroceramide(1-) and an Ins-1-P-Cer-A 40:0(1-). It derives from a N-docosanoylsphinganine. CCCCCCCCCCCCCCCCCCCCCC(=O)N[C@@H](COP(=O)([O-])OC1[C@@H]([C@H](C([C@H]([C@H]1O)O)O)O)O)[C@@H](CCCCCCCCCCCCCCC)O